COC1=CC=C(C=C1)CNC1=NC=CC=C1C(C)NC N-[(4-methoxyphenyl)methyl]-3-[1-(methylamino)ethyl]pyridin-2-amine